C(=O)(O)S(=O)(=O)NN carboxyl-sulfonyl-hydrazine